C1(CC1)[Bi]1N[Bi](N[Bi](N1)C1CC1)C1CC1 2,4,6-tricyclopropyl-1,3,5,2,4,6-triazatribismane